C(CCC)C1=CC=C(C=C1)C=1C(=CC=CC1C)[C@]1([C@@H](C(=CC(=C1)F)C1CCCCC1)F)N=C=S trans-4''-butylcyclohexyl-3'-methyl-2,5-difluoro-1-isothiocyanatoterphenyl